C(C)(C)(C)OC(=O)N1C[C@@H](OCC1)CC1=C(N=C2N1C=NC(=C2)C)C2=C(C=C(C=C2F)C(NC)=O)F (S)-2-((2-(2,6-difluoro-4-(methylcarbamoyl)phenyl)-7-methylimidazo[1,2-c]pyrimidin-3-yl)methyl)morpholine-4-carboxylic acid tert-butyl ester